N-(1-(4-cyanophenyl)-6-(4-fluoro-3-(2-hydroxyethoxy)phenyl)-1H-pyrazolo[3,4-d]pyrimidin-4-yl)-5-nitrothiophene-2-carboxamide C(#N)C1=CC=C(C=C1)N1N=CC=2C1=NC(=NC2NC(=O)C=2SC(=CC2)[N+](=O)[O-])C2=CC(=C(C=C2)F)OCCO